tert-Butyl 3-(7-(thiazol-2-yl)-4-(2,2,2-trifluoro-1-((1-methoxycyclopropyl)methoxy)ethyl)benzo[d]oxazol-2-yl)-3,6-diazabicyclo[3.1.1]heptane-6-carboxylate S1C(=NC=C1)C1=CC=C(C=2N=C(OC21)N2CC1N(C(C2)C1)C(=O)OC(C)(C)C)C(C(F)(F)F)OCC1(CC1)OC